ClC1=C(C=O)C=CC(=C1OC)F chloro-4-fluoro-3-methoxybenzaldehyde